S(=O)(=O)(C1=CC=C(C)C=C1)N1N=CC=2CN(CCC21)C(=O)OC(C)(C)C tert-butyl 1-tosyl-6,7-dihydro-1H-pyrazolo[4,3-c]pyridine-5(4H)-carboxylate